[N-](S(=O)(=O)C(F)(F)F)S(=O)(=O)C(F)(F)F.C(CCC)[P+](CCCCCCCC)(CCCC)CCCC Tributyloctylphosphonium bis(trifluoromethanesulfonyl)imide